C(C)(C)(C)OC(=O)N1[C@H](CN(CC1)C=1C2=C(N=C(N1)SC)CN(CC2)C(=O)OCC2=CC=CC=C2)CC#N benzyl (S)-4-(4-(tert-butyloxycarbonyl)-3-(cyanomethyl) piperazin-1-yl)-2-(methylthio)-5,8-dihydropyrido[3,4-d]pyrimidine-7(6H)-carboxylate